OCCN1CCNCC1 N-2-Hydroxyethylpiperazin